1-[2-[3,5-bis(difluoromethyl)pyrazol-1-yl]-6-[5-[(6-methylpyridazin-3-yl)amino]benzimidazol-1-yl]-3-pyridyl]ethanol FC(C1=NN(C(=C1)C(F)F)C1=NC(=CC=C1C(C)O)N1C=NC2=C1C=CC(=C2)NC=2N=NC(=CC2)C)F